CC1=NN(C(=C1CCC(=O)N1CC(CC1)C(CC)C1=CC(=CC=C1)O)C)C=1C=CC=2N(N1)C(=NN2)C 3-(3,5-dimethyl-1-(3-methyl-[1,2,4]triazolo[4,3-b]pyridazin-6-yl)-1H-pyrazol-4-yl)-1-(3-(1-(3-hydroxyphenyl)propyl)pyrrolidin-1-yl)propan-1-one